CN1N=C(C=C1)C=1C=CC=2N(C1)N=CC2C(=O)N2[C@@H](C1=C(CC2)NC=N1)C1=NN2C(C(=CC=C2)C)=C1 (S)-(6-(1-methyl-1H-pyrazol-3-yl)pyrazolo[1,5-a]pyridin-3-yl)(4-(4-methylpyrazolo[1,5-a]pyridin-2-yl)-6,7-dihydro-1H-imidazo[4,5-c]pyridin-5(4H)-yl)methanone